ClC1=CC=C(C=C1)C(CC(=O)N[C@H](C(=O)N[C@H](C(=O)OC)C[C@H]1C(NCC1)=O)CC(C)C)(C)O methyl (2S)-2-[[(2S)-2-[[3-(4-chlorophenyl)-3-hydroxy-butanoyl]amino]-4-methyl-pentanoyl]amino]-3-[(3S)-2-oxopyrrolidin-3-yl]propanoate